ClC1=CC(=C(C=C1)N1N=NC(=C1)C#N)C1=CC(NC=C1F)=O 1-(4-Chloro-2-(5-fluoro-2-oxo-1,2-dihydropyridin-4-yl)phenyl)-1H-1,2,3-triazole-4-carbonitrile